C(C1=CC=CC=C1)OCCOC1=C(C=C(C=C1)C=1N=C(OC1)[C@H]1N(CCC1)C(=O)OC(C)(C)C)C(F)(F)F Tert-butyl (S)-2-(4-(4-(2-(benzyloxy)ethoxy)-3-(trifluoromethyl)phenyl)oxazol-2-yl)pyrrolidine-1-carboxylate